[N+](=O)([O-])C(C1=CC=C(C=C1)S(=O)(=O)[O-])(CC1=CC=CC=C1)[N+](=O)[O-] dinitrobenzyl-p-toluenesulfonate